2-(4-(3-isopropyl-2-(5-(methoxymethyl)-1-methyl-6-oxo-1,6-dihydropyridin-3-yl)-1H-indol-5-yl)piperidin-1-yl)-N,N-dimethylacetamide C(C)(C)C1=C(NC2=CC=C(C=C12)C1CCN(CC1)CC(=O)N(C)C)C1=CN(C(C(=C1)COC)=O)C